8-Chloro-N-(propan-2-yl)-1-[trans-4-(pyridin-2-yloxy)cyclohexyl]-5,6-dihydro-4H-[1,2,4]triazolo[4,3-a][1]benzazepin-5-amin ClC=1C=CC2=C(CC(CC=3N2C(=NN3)[C@@H]3CC[C@H](CC3)OC3=NC=CC=C3)NC(C)C)C1